4-methyl-1-[(5-oxopyrrolidin-3-yl)methyl]-5-[[2-[6-(2,2,2-trifluoroethyl)quinazolin-4-yl]-2,7-diazaspiro[3.5]nonan-7-yl]methyl]indole-2-carbonitrile CC1=C2C=C(N(C2=CC=C1CN1CCC2(CN(C2)C2=NC=NC3=CC=C(C=C23)CC(F)(F)F)CC1)CC1CNC(C1)=O)C#N